N-{[2-fluoro-3-methoxy-6-(1,2,4-triazol-1-yl)phenyl]methyl}-3-(methoxymethyl)-1-[(2-methyl-3,4-dihydro-1H-isoquinolin-7-yl)methyl]pyrazole-4-carboxamide FC1=C(C(=CC=C1OC)N1N=CN=C1)CNC(=O)C=1C(=NN(C1)CC1=CC=C2CCN(CC2=C1)C)COC